Ethyl 2-(1-cyclobutyl-1H-pyrazol-4-yl)-3-fluoro-5-[({1-[4-(trifluoromethyl) phenyl]cyclopropyl}carbonyl) amino]benzoate C1(CCC1)N1N=CC(=C1)C1=C(C(=O)OCC)C=C(C=C1F)NC(=O)C1(CC1)C1=CC=C(C=C1)C(F)(F)F